methyl 2-(3-(6-cyclopropylimidazo[1,2-a]pyridin-2-yl)-3-oxopropyl)-1-((2-(trimethylsilyl) ethoxy) methyl)-1H-imidazole-4-carboxylate C1(CC1)C=1C=CC=2N(C1)C=C(N2)C(CCC=2N(C=C(N2)C(=O)OC)COCC[Si](C)(C)C)=O